ClC1=C(C=CC(=C1)Cl)CN1C(CCC1=O)CC(=O)N(C)CCN(C)C 2-[1-[(2,4-dichlorophenyl)methyl]-5-oxopyrrolidin-2-yl]-N-[2-(dimethylamino)ethyl]-N-methylacetamid